C(C1C(CC(CC1)N[C@@H](CC(=O)[O-])C(=O)[O-])C)C1C(CC(CC1)N[C@@H](CC(=O)[O-])C(=O)[O-])C N,N'-[methylenebis(3-methylcyclohexane-4,1-diyl)]bisaspartate